4-(4-((tert-butyldimethylsilyl)oxy)-3,3-difluorobutyl)-2-isopropylpyridin-3-amine [Si](C)(C)(C(C)(C)C)OCC(CCC1=C(C(=NC=C1)C(C)C)N)(F)F